C1(CCCCC1)C[C@@H](C(=O)N[C@H](C(=O)N(C)OC)CCC(=O)N(CCC1=CC=NC=C1)C)NC(OCC1=CC(=CC=C1)Cl)=O 3-chlorobenzyl ((S)-3-cyclohexyl-1-(((S)-1-(methoxy(methyl)amino)-5-(methyl(2-(pyridin-4-yl)ethyl)amino)-1,5-dioxopentan-2-yl)amino)-1-oxopropan-2-yl)carbamate